5-(((tert-butyldimethylsilyloxy)methyl)-1,3,4-thiadiazol-2-yl)-4-(5-cyano-2-methoxyphenyl)-6-methylnicotinamide [Si](C)(C)(C(C)(C)C)OCC1=NN=C(S1)C=1C(=NC=C(C(=O)N)C1C1=C(C=CC(=C1)C#N)OC)C